ClC1=CC=C(OC2=CC=C(C=C2)C=2N=NNC2)C=C1 4-(4-(4-chlorophenoxy)phenyl)-1H-1,2,3-triazole